1-(2-Bromo-4-(4,4,5,5-tetramethyl-1,3,2-dioxaborolan-2-yl)phenyl)cyclopropane-1-carbonitrile BrC1=C(C=CC(=C1)B1OC(C(O1)(C)C)(C)C)C1(CC1)C#N